C1(CC1)C=1N(C=CN1)C=1C=C(OC[C@H](C)O)C=CC1 (S)-1-(3-(2-cyclopropyl-1H-imidazol-1-yl)phenoxy)propan-2-ol